C(=C)C1OC2=CC=CC=C2CC1 vinyl-chroman